FC(C=1C=C(C=C(C1)C(F)(F)F)NC(=O)N[C@H]1[C@@H](CCCC1)N(C)C)(F)F 1-(3,5-bis(trifluoromethyl)phenyl)-3-((1R,2R)-2-(dimethylamino)cyclohexyl)urea